tert-butyl ((trans)-2-(2-(3-aminophenyl)thiazol-5-yl)cyclopropyl)(4-((tert-butoxycarbonyl) amino)cyclohexyl)carbamate NC=1C=C(C=CC1)C=1SC(=CN1)[C@H]1[C@@H](C1)N(C(OC(C)(C)C)=O)C1CCC(CC1)NC(=O)OC(C)(C)C